N=1C=CN2C1C=CC=C2C2=CC=C(CN1C3=NC(=NC=C3N(C1=O)C)C1=C(C=CC=C1)C(C)C)C=C2 9-(4-(imidazo[1,2-a]pyridin-5-yl)benzyl)-2-(2-isopropylphenyl)-7-methyl-7,9-dihydro-8H-purin-8-one